FC1=CC(=C(C=C1)C1=NC=C(C(=N1)N1CC2(C1)CNC2)N)C=2C(=NOC2C(C)C)C (4-fluoro-2-(5-isopropyl-3-methylisoxazol-4-yl)phenyl)-4-(2,6-diazaspiro[3.3]heptan-2-yl)pyrimidin-5-amine